(2R)-N-(3-chloro-2-methoxyphenyl)-4-({3-[(5,5-dimethyl-1,4-dioxan-2-yl)methoxy]-4-pyridyl}methylamino)-2-methyl-6-oxo-2,3-dihydro-1H-pyridine-5-carbothioamide ClC=1C(=C(C=CC1)NC(=S)C1=C(C[C@H](NC1=O)C)NCC1=C(C=NC=C1)OCC1OCC(OC1)(C)C)OC